CN1N=C(C2=C1C=NN(C2=O)CC(=O)N[C@@H](C)C2=CC=C(C=C2)C(F)(F)F)C (S)-2-(1,3-dimethyl-4-oxo-1,4-dihydro-5H-pyrazolo[3,4-d]pyridazin-5-yl)-N-(1-(4-(trifluoromethyl)phenyl)ethyl)acetamide